2-Ethyl-3-buten-1-ol C(C)C(CO)C=C